O=C1NC(CCC1C1=NN(C2=CC=CC=C12)CC(=O)NC1=CC(=NO1)C)=O 2-(3-(2,6-Dioxopiperidin-3-yl)-1H-indazol-1-yl)-N-(3-methylisoxazol-5-yl)-acetamide